(S)-3-((3-fluoro-4-(piperidin-4-yl)phenyl)amino)piperidine-2,6-dione FC=1C=C(C=CC1C1CCNCC1)N[C@@H]1C(NC(CC1)=O)=O